BrCCOC1=NOC(=C1)[C@H](C(=O)N1[C@@H](C[C@H](C1)O[Si](C)(C)C(C)(C)C)C(=O)N[C@@H](C)C1=CC=C(C=C1)C1=C(N=CS1)C)C(C)C (2S,4R)-1-((R)-2-(3-(2-bromoethoxy)isoxazol-5-yl)-3-methylbutanoyl)-4-((tert-butyldimethylsilyl)oxy)-N-((S)-1-(4-(4-methylthiazol-5-yl)phenyl)ethyl)pyrrolidine-2-carboxamide